(2R,4R)-1-(3-chloro-2-fluoro-4-methylbenzyl)-4-((3-fluoro-6-((5-methyl-1H-pyrazol-3-yl)amino)-pyridin-2-yl)methyl)-2-methyl-piperidine-4-carboxylic acid ClC=1C(=C(CN2[C@@H](C[C@@](CC2)(C(=O)O)CC2=NC(=CC=C2F)NC2=NNC(=C2)C)C)C=CC1C)F